ClC1=C(C=C(C(=C1)N(C)C1=CC(=C(C=C1)OC)C)C)C(N(C)CC)=N (2-chloro-4-((4-methoxy-3-methylphenyl)(methyl)amino)-5-methylphenyl)-N-ethyl-N-methylformimidamide